5-chloro-N-((1S,3R)-3-(2-isobutyl-6-(1,2,4-oxadiazol-3-yl)-1H-imidazo[4,5-c]pyridin-1-yl)cyclohexyl)thiazole-2-carboxamide ClC1=CN=C(S1)C(=O)N[C@@H]1C[C@@H](CCC1)N1C(=NC=2C=NC(=CC21)C2=NOC=N2)CC(C)C